O.O.Cl.Cl.C1(=CC=CC2=CC=CC=C12)S(=O)(=O)N naphthalene-1-sulfonamide dihydrochloride dihydrate